1-(6-Mercaptopyridin-3-yl)ethan-1-one tert-butyl-N-[4-(4-hydroxy-4-methyl-pentyl)-2-pyridyl]carbamate C(C)(C)(C)OC(NC1=NC=CC(=C1)CCCC(C)(C)O)=O.SC1=CC=C(C=N1)C(C)=O